N-(2,3,4-trihydroxy-6-carboxybenzyl)acrylamide ethyl-(2S,3S)-2-((((9H-fluoren-9-yl)methoxy)carbonyl)amino)-3-amino-3-(4-bromothiazol-2-yl)propanoate C(C)OC([C@H]([C@@H](C=1SC=C(N1)Br)N)NC(=O)OCC1C2=CC=CC=C2C=2C=CC=CC12)=O.OC1=C(CNC(C=C)=O)C(=CC(=C1O)O)C(=O)O